1-(4-methoxyphenyl)-2-(p-tolyl)disulfane COC1=CC=C(C=C1)SSC1=CC=C(C=C1)C